ClC=1C(=NC(=NC1)N1CC(C(CC1)(F)F)CO)NC1=CC2=C(N(C(N2CCC(C)(C)O)=O)C)C=C1 5-((5-Chloro-2-(4,4-difluoro-3-(hydroxymethyl)piperidin-1-yl)pyrimidin-4-yl)amino)-3-(3-hydroxy-3-methylbutyl)-1-methyl-1,3-dihydro-2H-benzo[d]imidazol-2-one